(S)-3-(6-(3-(4,4-difluoropyrrolidin-2-yl)-1H-1,2,4-triazol-1-yl)-5-fluoropyridin-3-yl)-1-(2-fluoro-3-(trifluoromethyl)phenyl)-1-methylurea FC1(C[C@H](NC1)C1=NN(C=N1)C1=C(C=C(C=N1)NC(N(C)C1=C(C(=CC=C1)C(F)(F)F)F)=O)F)F